1-hexyl-4,5-bis(8-isocyanatooctyl)-2-octyl-cyclohexane C(CCCCC)C1C(CC(C(C1)CCCCCCCCN=C=O)CCCCCCCCN=C=O)CCCCCCCC